1-((5-(5-(difluoromethyl)-1,3,4-oxadiazol-2-yl)pyrimidin-2-yl)amino)-1-(2,4-difluorophenyl)propan-2-ol FC(C1=NN=C(O1)C=1C=NC(=NC1)NC(C(C)O)C1=C(C=C(C=C1)F)F)F